NC1=CC=C(CC2(CC2)C(=O)OCC)C=C1 ethyl 1-(4-aminobenzyl)cyclopropane-1-carboxylate